tert-butyl (2-(3-aminotetrahydrofuran-2-yl)-3-bromo-5-chlorothieno[3,2-b]pyridin-7-yl)(thiophen-2-ylmethyl)carbamate NC1C(OCC1)C1=C(C2=NC(=CC(=C2S1)N(C(OC(C)(C)C)=O)CC=1SC=CC1)Cl)Br